bis(2,4-di-tert-butyl-6-methylphenyl) ethyl diphosphite O(P(OC1=C(C=C(C=C1C)C(C)(C)C)C(C)(C)C)OP(OCC)[O-])C1=C(C=C(C=C1C)C(C)(C)C)C(C)(C)C